CC(C)(C)OC(=O)N1CC2(C(NC=3C2=NC=CN3)=O)CC1 6'-oxo-1,2,4,5,5',6'-hexahydrospiro[pyrrole-3,7'-pyrrolo[3,2-b]pyrazine]-1-carboxylic acid-2-methylpropan-2-yl ester